S1C(=CC=C1)NC(=O)[O-] Thiolcarbamat